4-fluoro-1-[2-(2-oxo-1,2-dihydropyrazin-1-yl)acetyl]-N-{phenyl-[4-(propan-2-yl)phenyl]methyl}pyrrolidine-2-carboxamide FC1CC(N(C1)C(CN1C(C=NC=C1)=O)=O)C(=O)NC(C1=CC=C(C=C1)C(C)C)C1=CC=CC=C1